(19R)-22-amino-4-ethyl-16-fluoro-19-methyl-20-oxa-4,5,11,12,23-pentaazapentacyclo[19.3.1.02,6.08,12.013,18]pentacosa-1(24),2,5,8,10,13,15,17,21(25),22-decaene-3-carbonitrile NC=1C=2O[C@@H](C3=CC(=CC=C3N3N=CC=C3CC3=NN(C(=C3C(=CN1)C2)C#N)CC)F)C